2-chloro-N-(5-{[(1S,2S)-2-hydroxycyclohexyl]carbamoyl}-2-methylphenyl)-1,3-thiazole-5-carboxamide ClC=1SC(=CN1)C(=O)NC1=C(C=CC(=C1)C(N[C@@H]1[C@H](CCCC1)O)=O)C